(2S,4r)-1-[(2S)-2-(4-cyclopropyl-triazol-1-yl)-3,3-dimethyl-butyryl]-4-hydroxy-N-[(6-methoxy-[1,2,4]triazolo[4,3-b]pyridazin-3-yl)methyl]pyrrolidine-2-carboxamide C1(CC1)C=1N=NN(C1)[C@H](C(=O)N1[C@@H](C[C@H](C1)O)C(=O)NCC1=NN=C2N1N=C(C=C2)OC)C(C)(C)C